Cl.ClC1=CC2=C(N(C(C(N2C)=O)=O)C2CCNCC2)N=C1C1=C(C=CC=C1)F 7-chloro-6-(2-fluorophenyl)-1-methyl-4-(piperidin-4-yl)-1,4-dihydropyrido[2,3-b]pyrazine-2,3-dione hydrochloride